β-(3,4-epoxycyclohexyl)ethyl-dimethylpropoxysilane C1(CC2C(CC1)O2)CC[Si](OCCC)(C)C